4-((4-((4-Phenyl-2-(trifluoromethyl)thiazol-5-yl)oxy)pyridin-2-yl)amino)benzoic acid C1(=CC=CC=C1)C=1N=C(SC1OC1=CC(=NC=C1)NC1=CC=C(C(=O)O)C=C1)C(F)(F)F